(5-chloro-2-((3-methylisoxazol-5-yl)methoxy)phenyl)methanamine ClC=1C=CC(=C(C1)CN)OCC1=CC(=NO1)C